FC=1C(NC(N(C1)CC(=O)NC1=C(C=CC=C1)OC)=O)=O 2-(5-fluoro-2,4-dioxo-3,4-dihydropyrimidin-1(2H)-yl)-N-(2-methoxyphenyl)acetamide